ClC=1C=C(C=CC1F)NC1=NC2=CC(=C(C=C2C=C1)OC)OCCCN(C)C 2-((3-chloro-4-fluorophenyl)amino)-6-methoxy-7-(3-(dimethylamino)propoxy)quinoline